C1C2N(C(CN1)=O)CCCC2 octahydro-4H-pyrido[1,2-a]pyrazin-4-one